[2-[2-amino-7-(1H-pyrazol-3-yl)quinolin-4-yl]ethyl]acetamide NC1=NC2=CC(=CC=C2C(=C1)CCCC(=O)N)C1=NNC=C1